5-Chloro-2,7-dimethyl-[1,2,4]triazolo[1,5-a]pyridine-6-carbonitrile ClC1=C(C(=CC=2N1N=C(N2)C)C)C#N